2-[4-(7-chloro-2-hydroxymethyl-10,11-dihydro-dibenzo[b,f]azepin-5-yl)-butyl]-isoindole-1,3-dione ClC1=CC2=C(CCC3=C(N2CCCCN2C(C4=CC=CC=C4C2=O)=O)C=CC(=C3)CO)C=C1